gold-indium tin oxide [Sn]=O.[In].[Au]